Anti-glyceraldehyde O=CC(O)CO